tert-Butyl 4-[3-bromo-4-(trifluoromethyl)phenoxy]piperidine-1-carboxylate BrC=1C=C(OC2CCN(CC2)C(=O)OC(C)(C)C)C=CC1C(F)(F)F